C(C)(C)OCC(OC(C)(C)C)C 2-(2-isopropoxy-1-methyl-ethoxy)-2-methyl-propane